BrC=1N=CN2CCOC3=C(C21)C=CC=C3NC(C3=C(C=C(C(=C3)N3C=NC(=C3)C3CC3)C)F)=O N-(1-bromo-5,6-dihydrobenzo[f]imidazo[1,5-d][1,4]oxazepin-8-yl)-5-(4-cyclopropyl-1H-imidazol-1-yl)-2-fluoro-4-methylbenzamide